CN(C)CCC[Si](OCC)(OCC)OCC N,N-dimethylaminopropyl-triethoxysilane